C(C)[S@@](=O)(=N)C1=C(C=C2CCN(C2=C1)C(=O)[C@@H]1OC2=C(C1)C=C(C=C2)C2=NC=CC=C2)F (S)-ethyl(5-fluoro-1-((R)-5-(pyridin-2-yl)-2,3-dihydrobenzofuran-2-carbonyl)indolin-6-yl)(imino)-λ6-sulfanone